CC=1N=C(OC1)NC1=CC=C(C=C1)[C@@H](C)C1=NN=NN1 4-methyl-N-{4-[(1R)-1-(1H-tetrazol-5-yl)ethyl]phenyl}-1,3-oxazol-2-amine